2-Pentylheptyl (2S)-2-(((((2R,3S,5R)-5-(6-amino-2-fluoro-9H-purin-9-yl)-2-ethynyl-3-hydroxytetra-hydrofuran-2-yl)methoxy)-(phenoxy)phosphoryl)-amino)-3-(3,5-difluorophenyl)propanoate NC1=C2N=CN(C2=NC(=N1)F)[C@H]1C[C@@H]([C@@](O1)(C#C)COP(=O)(OC1=CC=CC=C1)N[C@H](C(=O)OCC(CCCCC)CCCCC)CC1=CC(=CC(=C1)F)F)O